C(C)(C)(C)OC(=O)N1[C@@H](C[C@@H](C1)NC(=O)OCC1=CC=CC=C1)COC(F)F (2S,4S)-4-(((benzyloxy)carbonyl)amino)-2-((difluoromethoxy)methyl)pyrrolidine-1-carboxylic acid tert-butyl ester